NC1=C2N=CN(C2=NC(=N1)Cl)[C@H]1[C@H]([C@@H]([C@H](O1)COC(C(=O)O)C=1N=CSC1)O)F 2-(((2R,3R,4S,5R)-5-(6-amino-2-chloro-9H-purin-9-yl)-4-fluoro-3-hydroxytetrahydrofuran-2-yl)methoxy)-2-(thiazol-4-yl)acetic acid